formic acid-d2 Ethyl-(E)-3-(3-cyclopropylquinolin-7-yl)acrylate C(C)OC(\C=C\C1=CC=C2C=C(C=NC2=C1)C1CC1)=O.C(=O)(O[2H])[2H]